COC(C(=NC)C1=C(C=CC=C1)C)=O (2-methylphenyl)-2-methyliminoacetic acid methyl ester